OC(CC(=O)O)(CC)C1=C(C(=NC=C1)OC)CO 3-hydroxy-3-(3-(hydroxymethyl)-2-methoxypyridin-4-yl)pentanoic acid